ClC1=C(C(=O)NC2=C(C=C(C(=C2)C=2C=NC(=CC2)OCC2CC2)F)N2C[C@H](N([C@H](C2)C)C)C)C=CC(=C1)F |r| 2-chloro-N-[5-[6-(cyclopropylmethoxy)pyridin-3-yl]-4-fluoro-2-[rac-(3R,5S)-3,4,5-trimethylpiperazin-1-yl]phenyl]-4-fluorobenzamide